4-Bromo-3-methyl-N-[3-(methylsulfonyl)propyl]-2-nitroaniline BrC1=C(C(=C(NCCCS(=O)(=O)C)C=C1)[N+](=O)[O-])C